N-(4-((4-(4-cyano-6-methylpyrimidin-2-yl)piperazin-1-yl)sulfonyl)phenyl)-1-(N-methylmethylsulfonamido)-1H-imidazole-5-carboxamide C(#N)C1=NC(=NC(=C1)C)N1CCN(CC1)S(=O)(=O)C1=CC=C(C=C1)NC(=O)C1=CN=CN1N(S(=O)(=O)C)C